caronaldehydic acid CC1(C(C1C(=O)O)C=O)C